CNC(C1=C(C=CC=C1)NC1=NC(=NC=C1C(F)(F)F)NC1=CC=C(C=C1)CNC1=CC(=CC=C1)C1CNCCC1)=O N-methyl-2-((2-((4-(((3-(piperidin-3-yl)phenyl)amino)methyl)phenyl)amino)-5-(trifluoromethyl)pyrimidin-4-yl)amino)benzamide